4-(methyl)acryloyloxy-2,2,6,6-tetramethylpiperidine CC=CC(=O)OC1CC(NC(C1)(C)C)(C)C